C(C)(C)(C)OC(=O)N(CCN1CCC(CC1)C1=NC=CC(=C1)CN(C(=O)C=1C=C(OC2=CC=C(C=C2)CCC(=O)OC)C=CC1)C)C methyl 3-(4-(3-(((2-(1-(2-((tert-butoxycarbonyl)(methyl)amino)ethyl)piperidin-4-yl)pyridin-4-yl)methyl)(methyl)carbamoyl)phenoxy)phenyl)propanoate